N-(2-CHLORO-6-METHYLPHENYL)-2-((6-(4-(3-(4-(4-(2,6-DIOXOPIPERIDIN-3-YL)PHENYL)PIPERAZIN-1-YL)PROPYL)PIPERAZIN-1-YL)-2-METHYLPYRIMIDIN-4-YL)AMINO)THIAZOLE-5-CARBOXAMIDE ClC1=C(C(=CC=C1)C)NC(=O)C1=CN=C(S1)NC1=NC(=NC(=C1)N1CCN(CC1)CCCN1CCN(CC1)C1=CC=C(C=C1)C1C(NC(CC1)=O)=O)C